CN1C(CN(C(C2=C1C=CC=C2)=O)C2=CC(=CC=C2)OC(CCNC)C=2SC=CC2)=O 1-Methyl-4-(3-(3-(methylamino)-1-(thiophen-2-yl)propoxy)phenyl)-3,4-dihydro-1H-benzo[e][1,4]diazepine-2,5-dione